(2S,11aR)-6-isobutoxy-8-methyl-2-((2-oxo-1,2,3,4-tetrahydro-1,6-naphthyridin-7-yl)oxy)-2,3,11,11a-tetrahydro-1H,5H-benzo[f]pyrrolo[2,1-c][1,4]oxazepin-5-one C(C(C)C)OC1=CC(=CC2=C1C(N1[C@@H](CO2)C[C@@H](C1)OC1=NC=C2CCC(NC2=C1)=O)=O)C